S(=O)(=O)([O-])[O-].[Mg+2] magnesium sulfat